FC1=C(C=C2C=3C=4N(C(NC13)=O)CCCC4C=N2)CN2CCN(CC2)C=2C=CC(=NC2C)C(=O)NC 5-(4-((7-Fluoro-5-oxo-2,3,5,6-tetrahydro-1H-[1,6]naphthyridino[1,8,7-cde]quinazolin-8-yl)methyl)piperazin-1-yl)-N,6-dimethylpicolinamide